2-(4-{[(3R)-1-cyclobutylpiperidin-3-yl]amino}pyrido[3,4-d]pyridazin-1-yl)-5-(trifluoromethyl)phenol C1(CCC1)N1C[C@@H](CCC1)NC=1N=NC(=C2C1C=NC=C2)C2=C(C=C(C=C2)C(F)(F)F)O